C(CCCCCCCC(=O)O)(=O)O.C(CCCCCCCC(=O)O)(=O)O.[B] boron di(azelaic acid)